Cl.FC1([C@H]2CC(C[C@@H]12)NC)F (1R,3s,5S)-6,6-difluoro-N-methylbicyclo[3.1.0]hexane-3-amine hydrochloride